OC(C)C1=C2C=C(C(=NC2=CC(=C1)C)C(=O)O)C1=CC=C(C=C1)N1CCN(CC1)C1COC1 5-(1-hydroxyethyl)-7-methyl-3-(4-(4-(oxetan-3-yl)piperazin-1-yl)phenyl)quinoline-2-carboxylic acid